3-(3-chloroquinoxalin-2-yl)-9-phenyl-9H-carbazole ClC=1C(=NC2=CC=CC=C2N1)C=1C=CC=2N(C3=CC=CC=C3C2C1)C1=CC=CC=C1